NCCC[C@@H](C)[C@H]1CC[C@H]2[C@@H]3CC=C4C[C@H](CC[C@]4(C)[C@H]3CC[C@]12C)O 24-amino-5-cholen-3β-ol